4-(2-hydroxy-2-methyl-7-azaspiro[3.5]non-6-yl)benzoic acid methyl ester COC(C1=CC=C(C=C1)C1CC2(CC(C2)(C)O)CCN1)=O